tricyclo[5.2.1.02,6]decane-4-carboxylic acid C12C3CC(CC3C(CC1)C2)C(=O)O